C(C)(C)(C)OC(NS(NCCC1CN(C1)C1=NC=NC2=C(C=CC=C12)OC)(=O)=O)=O.C(CCCCCCCCCCC)C(C(=O)N)(O)CC(=O)N lauryl-Malamide tert-butyl-N-(2-(1-(8-methoxyquinazolin-4-yl)azetidin-3-yl)ethyl)sulfamoylcarbamate